C(CCC)OCCOC(C1=CC=C(C=C1)N(C)C)=O.N(CCO)(CCO)CCO triethanolamine 2-(butoxy)ethyl-4-dimethylaminobenzoate